OC1CC(CCC1)N(CCCCCCCC(=O)N(CCCCCCCCCC)CCCCCCCCCC)CCCCCCCC(=O)N(CCCCCCCCCC)CCCCCCCCCC 8,8'-((3-hydroxy-cyclohexyl)azane-diyl)bis(N,N-didec-yloctanamide)